FC=1C=C(C(=NC1C(F)(F)F)OC)N 5-fluoro-2-methoxy-6-(trifluoromethyl)pyridin-3-amine